Cl.FC1=C(C=CC(=C1F)OC)C1=CN=C2N1C=CN=C2NC2=CC(=C(C(=O)NCCNCCO)C=C2)CC 4-((3-(2,3-difluoro-4-methoxyphenyl)imidazo[1,2-a]pyrazin-8-yl)amino)-2-ethyl-N-(2-((2-hydroxyethyl)amino)ethyl)benzamide hydrochloride